C(C)(C)(C)OC(CCN1CC2=C(C=C(C=C2CC1)C=1N=C2C(=NC1)N(C=C2C2=CC=C(C=C2)C(N(C)C)=O)S(=O)(=O)C2=CC=C(C)C=C2)C)=O 3-(6-(7-(4-(dimethylcarbamoyl)phenyl)-5-tosyl-5H-pyrrolo[2,3-b]pyrazin-2-yl)-8-methyl-3,4-dihydroisoquinolin-2(1H)-yl)propanoic acid tert-butyl ester